FC(CP(OC(C(F)(F)F)C1CCCCC1)([O-])=O)(F)F cyclohexyl(2,2,2-trifluoroethyl) (2,2,2-trifluoroethyl)phosphonate